CC1=C(C(=CC=C1)C1=CC=CC=C1)O methyl-[1,1'-biphenyl]-2-ol